ClC1=NC(=C2N=CN(C2=N1)C[C@H]1OCCC1)N1[C@H](CN([C@@H](C1)C)C(C1=CC=C(C=C1)C(F)(F)F)C1CC(C1)(F)F)C 2-chloro-6-((2S,5R)-4-((3,3-difluorocyclobutyl)(4-(trifluoromethyl)phenyl)methyl)-2,5-dimethylpiperazin-1-yl)-9-(((S)-tetrahydrofuran-2-yl)methyl)-9H-purine